tert-butyl N-methyl-N-((1S,2S)-2-vinylcyclopropane-1-carbonyl)-L-valinate CN([C@@H](C(C)C)C(=O)OC(C)(C)C)C(=O)[C@@H]1[C@@H](C1)C=C